N[C@@H]([C@@H](C)CC)C(=O)[NH-] L-isoleucyl-amide